5-methyl-3,3-bis(methyl-d3)-1,3-dihydro-2H-pyrrolo[3,2-b]pyridin-2-one CC1=CC=C2C(=N1)C(C(N2)=O)(C([2H])([2H])[2H])C([2H])([2H])[2H]